(2R,4S)-N-((S)-1-(((R)-2-amino-6,7-dihydro-5H-cyclopenta[b]pyridin-5-yl)amino)-1-oxopropan-2-yl)-4-(3-chlorophenyl)pyrrolidine-2-carboxamide NC1=CC=C2C(=N1)CC[C@H]2NC([C@H](C)NC(=O)[C@@H]2NC[C@@H](C2)C2=CC(=CC=C2)Cl)=O